C(C)C1C(C(C(C2=C(C=CC=C12)[N+](=O)[O-])CC)CCC)CCCC 1-ethyl-2-butyl-3-propyl-4-ethyl-5-nitrotetraline